F[C@H]1\C(\C[C@@]2(CC[C@H]1N2)C)=C/C=2N=CC(=NC2)C2=C(C=C(C=C2)N2C=NC=C2)O 2-(5-((Z)-((1S,4S,5R)-4-fluoro-1-methyl-8-azabicyclo[3.2.1]octan-3-ylidene)methyl)pyrazin-2-yl)-5-(1H-imidazol-1-yl)phenol